FC1OC(OC1)=O 4-Fluoro-1,3-dioxolane-2-one